3-cyclopropyl-N-methyl-imidazo[1,5-a]pyridine-7-sulfonamide C1(CC1)C1=NC=C2N1C=CC(=C2)S(=O)(=O)NC